Sodium tungstate [O-][W](=O)(=O)[O-].[Na+].[Na+]